bisphenol a diphenyl-diphosphate C1(=CC=CC=C1)OP(OC1=CC=CC=C1)(=O)OP(=O)(O)O.OC1=CC=C(C=C1)C(C)(C)C1=CC=C(C=C1)O